FC1=C2C(=NN(C2=CC=C1F)C1OCCCC1)CCN(C(C)C)C N-(2-(4,5-difluoro-1-(tetrahydro-2H-pyran-2-yl)-1H-indazol-3-yl)ethyl)-N-methylpropan-2-amine